COC=1C=C2CCN3C(C2=CC1OC)=CC(=NC3=O)C(CCC3(NC=CN3)C(=O)N)NS(=O)(=O)C 2-((9,10-dimethoxy-4-oxo-6,7-dihydro-4H-pyrimido[6,1-a]isoquinolin-2-yl)(methylsulfonamido)propyl)-1H-imidazole-2-carboxamide